(4-nitrophenyl)-3-cyano-2-methoxy-6,7,8,9-tetrahydro-5H-cyclohepta[b]pyridine [N+](=O)([O-])C1=CC=C(C=C1)C1=C2C(=NC(=C1C#N)OC)CCCCC2